5-(5-chloropyrimidin-2-yl)oxy-4-cyclopropyl-2-(trifluoromethyl)quinazoline ClC=1C=NC(=NC1)OC1=C2C(=NC(=NC2=CC=C1)C(F)(F)F)C1CC1